BrC1=C(C(=NC(=N1)C=1N=C(C=2N(C1)C(=CN2)SC)CC2=C(C=C(C(=C2)F)C)F)O)C 6-bromo-2-{8-[(2,5-difluoro-4-methylphenyl)methyl]-3-(methylsulfanyl)imidazo[1,2-a]pyrazin-6-yl}-5-methylpyrimidin-4-ol